8-fluoro-2,3,4,5-tetrahydrophenanthridin-1,6-dione FC=1C=C2C(NC=3CCCC(C3C2=CC1)=O)=O